NC=1N=C(SC1C(=O)C=1C=NC(=CC1)N1CCC(CC1)(C)C#N)N(C1=CC=C(C=C1)F)[C@H](C(=O)N)C (S)-2-(N-[4-Amino-5-[6-(4-cyano-4-methyl-1-piperidyl)pyridin-3-carbonyl]thiazol-2-yl]-4-fluoroanilino)propanamid